FC1([C@H](C1)C(=O)N)F (R)-2,2-difluorocyclopropane-1-carboxamide